3-[3-fluoro-4-[4-[(4-hydroxycyclohexyl)methyl]piperazin-1-yl]anilino]piperidine-2,6-dione FC=1C=C(NC2C(NC(CC2)=O)=O)C=CC1N1CCN(CC1)CC1CCC(CC1)O